4-((6-formyl-7-((3-(N-methylmethylsulfonamido)pyrazin-2-yl)methyl)-7H-pyrrolo[2,3-d]pyrimidin-2-yl)amino)-3-methoxy-N-methylbenzamide C(=O)C1=CC2=C(N=C(N=C2)NC2=C(C=C(C(=O)NC)C=C2)OC)N1CC1=NC=CN=C1N(S(=O)(=O)C)C